C(C)(C)(C)C1=CC=C(C=C1)/C(=C/COC1=CC(=C(OCC(=O)OC)C=C1)C)/C1=CC=C(C=C1)C#CC1=CC2=C(S(C(=C2)C)(=O)=O)C=C1 methyl (Z)-[4-[3-(4-tert-butylphenyl)-3-[4-(2-methyl-1,1-dioxobenzo[b]thiophen-5-ylethynyl)phenyl]allyloxy]-2-methylphenoxy]acetate